2''-[(2R)-3-{[tert-butyl(diphenyl)silyl]oxy}-2-methylpropyl]-5''-fluorodispiro[[1,3]dioxolane-2,1'-cyclohexane-4',1''-isoindol]-3''(2''H)-one [Si](C1=CC=CC=C1)(C1=CC=CC=C1)(C(C)(C)C)OC[C@@H](CN1C2(C3=CC=C(C=C3C1=O)F)CCC1(CC2)OCCO1)C